Tert-butyl 3-cyclopropyl-5-(2-(1-(3,4-difluorophenyl)-1H-pyrazol-3-yl)propanamido)-1H-pyrazole-1-carboxylate C1(CC1)C1=NN(C(=C1)NC(C(C)C1=NN(C=C1)C1=CC(=C(C=C1)F)F)=O)C(=O)OC(C)(C)C